(S)-2-((1-(5-(4-isopropylphenyl)-1-methyl-1,2,4-triazol-3-yl)ethyl)carbamoyl)-4-methoxypyridin-3-yl isobutyl carbonate C(OC=1C(=NC=CC1OC)C(N[C@@H](C)C1=NN(C(=N1)C1=CC=C(C=C1)C(C)C)C)=O)(OCC(C)C)=O